argon, lithium salt [Li].[Ar]